COC(C1=C(C=C(C(=C1)F)Br)F)=O 4-bromo-2,5-difluorobenzoic acid methyl ester